dimethyl 1-carbonate C(OC)(OC)=O